FC1=C(NC=2C3=C(N=CN2)C=CC(=N3)O[C@@H]3CN(CC3)C(C=C)=O)C=CC(=C1F)OC[C@H]1COCC1 1-[(3S)-3-[4-[2,3-difluoro-4-[[(3R)-tetrahydrofuran-3-yl]methoxy]anilino]pyrido[3,2-d]pyrimidin-6-yl]oxypyrrolidin-1-yl]prop-2-en-1-one